COC1=CC=C(C=N1)[C@@H]1OCC[C@@H](C1)C1=NC2=NC(=C(N=C2C(=N1)C12CC(C1)(C2)C(F)(F)F)C)C 2-((2R,4S)-2-(6-methoxypyridin-3-yl)tetrahydro-2H-pyran-4-yl)-6,7-dimethyl-4-(3-(trifluoromethyl)bicyclo[1.1.1]pentan-1-yl)pteridine